P(=O)(=O)[NH+]1C=NCC1 phospho-imidazolinium